(R)-(1-phenyl-3-(1H-pyrrolo[2,3-c]pyridin-3-yl)propan-2-yl)carbamic acid tert-butyl ester C(C)(C)(C)OC(N[C@H](CC1=CC=CC=C1)CC1=CNC2=CN=CC=C21)=O